4-fluoro-3-methoxyphenylboronic acid FC1=C(C=C(C=C1)B(O)O)OC